N[C@H](C(=O)NC=1C=C(C=2N(C1)C(=C(N2)C)C)NCC2=C(C=CC=C2C)C)C (S)-2-Amino-N-(8-((2,6-dimethylbenzyl)amino)-2,3-dimethylimidazo[1,2-a]pyridin-6-yl)propanamide